2-((2-(naphthalene-2-ylethynyl)phenyl)amino)naphthalene C1=C(C=CC2=CC=CC=C12)C#CC1=C(C=CC=C1)NC1=CC2=CC=CC=C2C=C1